N1CCC(CC1)CCOCC1CCN(CC1)C(=O)C=1C=CC(=C(C1)N1C(NC(CC1)=O)=O)OC(F)(F)F 1-(5-(4-((2-(piperidin-4-yl)ethoxy)methyl)piperidine-1-carbonyl)-2-(trifluoromethoxy)phenyl)dihydropyrimidine-2,4(1H,3H)-dione